C(C)O\C=C\B1OC(C)(C)C(C)(C)O1 (trans)-1-Ethoxyethene-2-boronic acid pinacol ester